1-(5-((phenylamino)methyl)thiophen-2-yl)ethan-1-one C1(=CC=CC=C1)NCC1=CC=C(S1)C(C)=O